C1=CC=CC=2C3=CC=CC=C3N(C12)C1=C(C(=C(C(=N1)N1C2=CC=CC(=C2C=2C(=CC=CC12)C1=CC=CC=C1)C1=CC=CC=C1)N1C2=CC=CC(=C2C=2C(=CC=CC12)C1=CC=CC=C1)C1=CC=CC=C1)C1=CC=CC2=C1SC1=C2C=CC=C1)N1C2=CC=CC(=C2C=2C(=CC=CC12)C1=CC=CC=C1)C1=CC=CC=C1 9,9',9''-(6-(9H-carbazol-9-yl)-4-(dibenzo[b,d]thiophen-4-yl)pyridine-2,3,5-triyl)tris(4,5-diphenyl-9H-carbazole)